4-(7,7-Difluoro-5-azaspiro[2.4]heptan-5-yl)-2-(2,4-dimethoxypyrimidin-5-yl)pyrazolo[3,4-d]pyrimidine FC1(CN(CC12CC2)C=2C=1C(N=CN2)=NN(C1)C=1C(=NC(=NC1)OC)OC)F